(3-methyl-4-methoxyphenyl)(2-ethylimidazo[1,2-a]pyridine-3-yl)-methanone CC=1C=C(C=CC1OC)C(=O)C1=C(N=C2N1C=CC=C2)CC